C(C)C1N(CC12C[C@@H](CC2)N2CCN(CC2)C2=NC=CC=C2[N+](=O)[O-])C(=O)O.OCCN(CC(=O)O)CCO N,N-Di(2-hydroxyethyl)glycine ethyl-(6R)-6-[4-(3-nitro-2-pyridyl)piperazin-1-yl]-2-azaspiro[3.4]octane-2-carboxylate